tri(hydroxymethyl-propane) tri(acrylate) C(C=C)(=O)O.C(C=C)(=O)O.C(C=C)(=O)O.OCCCC.OCCCC.OCCCC